FC(S(=O)(=O)C=C1C(C(C(=O)OC(C)(C)C)=CC=C1)Cl)(F)F tert-butyl 3-(trifluoromethylsulfonyl-methylene)-2-chlorobenzoate